C(C)C1=C(C(=C(C(=C1CC)OC)C)C)O 2,3-diethyl-5,6-dimethyl-4-methoxyphenol